1-Propyl-3-methylimidazolium chlorid [Cl-].C(CC)N1C=[N+](C=C1)C